3,5-dimethylisoxazolecarbonyl chloride CC1(NOC(=C1)C)C(=O)Cl